NC=1C=C(OCCOC2=CC(=CC=C2)N)C=CC1 1,2-bis(3-aminophenoxy)ethane